(thiophen-3-ylmethyl)phosphonium bromide [Br-].S1C=C(C=C1)C[PH3+]